C(CCCCCCCCCCCCCCCCC)(=O)OC1CC(N(C(C1)(C)C)OCCCCCCCC)(C)C (1-octyloxy-2,2,6,6-tetramethyl-4-piperidyl) stearate